6-(5-(difluoromethoxy)pyridin-2-yl)-1-(4-fluorobenzyl)-2-oxo-1,2-dihydro-1,8-naphthyridine-3-carboxylic acid FC(OC=1C=CC(=NC1)C=1C=C2C=C(C(N(C2=NC1)CC1=CC=C(C=C1)F)=O)C(=O)O)F